FC1([C@@H](C1)C1=NN2C(N(C([C@H](CC2)NC(=O)C2=NN(C=N2)CC2=CC=C(C=C2)F)=O)C)=C1)F N-((S)-2-((S)-2,2-Difluorocyclopropyl)-4-methyl-5-oxo-5,6,7,8-tetrahydro-4H-pyrazolo[1,5-a][1,3]diazepin-6-yl)-1-(4-fluorobenzyl)-1H-1,2,4-triazol-3-carboxamid